ONC(C(CCN1C(C=C(C=C1)C1=CC=C(C=C1)C=1N=NN(C1)CC1(COC1)C)=O)(S(=O)(=O)C)C)=O N-hydroxy-2-methyl-4-(4-(4-(1-((3-methyloxetan-3-yl)methyl)-1H-1,2,3-triazol-4-yl)phenyl)-2-oxopyridin-1(2H)-yl)-2-(methylsulfonyl)butanamide